C(C)(C)(C)OC(=O)N1CC2=C(CC1)NN=C2C(N)=O 3-carbamoyl-1,4,6,7-tetrahydropyrazolo[4,3-c]pyridine-5-carboxylic acid tert-butyl ester